C(C1=CC=CC=C1)(C1=CC=CC=C1)NC=1C=C(C=CC1[N+](=O)[O-])NCCN(C(C)C)C(C)C N3-benzhydryl-N1-(2-(diisopropylamino)ethyl)-4-nitrobenzene-1,3-diamine